BrC[C@@H](C1=CC=CC=C1)NC(OC(C)(C)C)=O tert-butyl (R)-(2-bromo-1-phenylethyl)carbamate